ClC=1C(=C(C=CC1)C(C)=O)F 1-(3-Chloro-2-fluoro-phenyl)ethanone